N-benzoyl-α-benzyloxy-ε-caprolactam C(C1=CC=CC=C1)(=O)N1C(C(CCCC1)OCC1=CC=CC=C1)=O